2,2'-azobis(2-methylpropionic acid) N(=NC(C(=O)O)(C)C)C(C(=O)O)(C)C